ClC1=CC=C(CN(C(O)=O)C2=CC=C(C=C2)C(C)(C2=CC=NC=C2)O)C=C1.OC[C@H]1CCCC(N1)=O (R)-6-(hydroxymethyl)piperidin-2-one 4-chlorobenzyl-(4-(1-hydroxy-1-(pyridin-4-yl)ethyl)phenyl)carbamate